B(OC1=C(C(=C(C(=C1Cl)Cl)Cl)Cl)Cl)([O-])[O-] (pentachlorophenyl) borate